1-(4-{4-[(cyclopentylmethyl)carbamoyl]-1H-1,2,3-triazol-1-yl}-2-fluorobutyl)-N-{[4-(trifluoromethyl)pyridin-2-yl]methyl}-1H-1,2,3-triazole-4-carboxamide C1(CCCC1)CNC(=O)C=1N=NN(C1)CCC(CN1N=NC(=C1)C(=O)NCC1=NC=CC(=C1)C(F)(F)F)F